trihexyl-(tetradecyl)phosphonium caproate hydrochloride Cl.C(CCCCC)(=O)[O-].C(CCCCC)[P+](CCCCCCCCCCCCCC)(CCCCCC)CCCCCC